C1(=CC(=CC=C1)P(C=1C=C(C=CC1)C)C=1C=C(C=CC1)C)C tris(3-tolyl)phosphine